FC1=C(C(=CC(=C1OC(C)C)F)F)B(O)O [2,4,6-trifluoro-3-(prop-2-yloxy)phenyl]boronic acid